ClC=1C=C2CO[C@]3(O[C@@H]([C@H]([C@@H]([C@H]3O)O)O)C)C2=CC1CC1=CC=C(S1)CCOC(C)=O 2-(5-(((1S,3'R,4'S,5'S,6'R)-5-Chloro-3',4',5'-trihydroxy-6'-methyl-3',4',5',6'-tetrahydro-3H-spiro[isobenzofuran-1,2'-pyran]-6-yl)methyl)-thiophen-2-yl)ethylacetat